C1(=CC=CC=C1)C1(NC2=CC=CC=C2C1=O)CC1=NC2=CC=CC=C2C=C1 2-phenyl-2-(2-quinolinylmethyl)indolin-3-one